CC1(OB(OC1(C)C)CN1CCOCC1)C 4-((4,4,5,5-tetramethyl-1,3,2-dioxaborolan-2-yl)methyl)morpholine